N4-methyl-N2-((1R,3S)-3-(3-(pyrrolidin-1-yl)propoxy)cyclohexyl)pyrimidine-2,4-diamine CNC1=NC(=NC=C1)N[C@H]1C[C@H](CCC1)OCCCN1CCCC1